C1CCC2=C(C=3CCCC3C=C12)NC(=O)O[C@@H](C(=O)OCC1=CC=CC=C1)CN1N=CC=C1 Benzyl (2R)-2-{[(1,2,3,5,6,7-hexahydro-s-indacen-4-yl)carbamoyl]oxy}-3-(1H-pyrazol-1-yl)propanoate